N1(CCCC2=CC=CC=C12)C1=CC=C(C(=O)O)C=C1 4-(3,4-dihydro-quinolin-1(2H)-yl)benzoic acid